Bis(cyclopentylmethyl)sulfane C1(CCCC1)CSCC1CCCC1